FC(OC1=C(C=C(C=C1)SC(C)C)C1=NN(C=C1NC(=O)C=1C=NN2C1N=CC=C2)CC(=O)N2CCC(CC2)CN2CCOCC2)F N-[3-[2-(difluoromethoxy)-5-isopropylsulfanyl-phenyl]-1-[2-[4-(morpholinomethyl)-1-piperidyl]-2-oxo-ethyl]pyrazol-4-yl]pyrazolo[1,5-a]pyrimidine-3-carboxamide